[Na+].S(=O)(=O)([O-])C(C(=O)OCCCCCCCCCCC(C)C)CC(=O)OCCCCCCCCCCC(C)C diisotridecyl sulfosuccinate sodium salt